N-(2-methoxy-3,5-dimethylisonicotinyl)-O-((1R,3R)-3-(2-(5,6,7,8-tetrahydro-1,8-naphthyridin-2-yl)ethyl)cyclobutyl)homoserine COC=1C(=C(CN[C@@H](CCOC2CC(C2)CCC2=NC=3NCCCC3C=C2)C(=O)O)C(=CN1)C)C